2,4-diaminoglutaric acid NC(C(=O)O)CC(C(=O)O)N